BrC1=C(C=C2C=NN(C2=C1)C1OCCCC1)Cl 6-bromo-5-chloro-1-(tetrahydro-2H-pyran-2-yl)-1H-indazole